N1=CC=C2N1C[C@H]1C[C@]3(CCCN3[C@H]12)C(=O)OC(C)(C)C tert-butyl (3bR,7aR,8aR)-6,7,8,8a-tetrahydro-5H,9H-pyrazolo[1',5':1,5]pyrrolo[3,4-b]-pyrrolizine-7a(3bH)-carboxylate